OCC1CC2=C(C=NC(=C2C)OCC(=O)NC(C)C)C1 2-[[6-(hydroxymethyl)-4-methyl-6,7-dihydro-5H-cyclopenta[c]pyridin-3-yl]oxy]-N-propan-2-yl-acetamide